1-((5-(4-pentylphenyl)-4H-1,2,4-triazol-3-yl)thio)propan-2-one C(CCCC)C1=CC=C(C=C1)C=1NC(=NN1)SCC(C)=O